VANADIUM-ZINC [Zn].[V]